tris(dimethylamino)(1-methyl-2-iodo-ethyl)stannane CN(C)[Sn](C(CI)C)(N(C)C)N(C)C